Cl.C(=C)NCCC[Si](OC(CCN)CC1=CC=CC=C1)(OC)OC N-vinylbenzyl-2-aminoethyl-3-aminopropyl-trimethoxysilane hydrochloride